BrC1=CC2=C(C(CO2)O)C=C1 6-bromo-2,3-dihydrobenzofuran-3-ol